FC1(COC1)CC1N(S(OC1)(=O)=O)C(=O)OC(C)(C)C tert-butyl 4-((3-fluorooxetan-3-yl)methyl)-1,2,3-oxathiazolidine-3-carboxylate 2,2-dioxide